N[C@H](C(=O)N(C)[C@H](C[C@@H](OCCC)C=1SC=C(N1)C(=O)N[C@H](C[C@@H](C(=O)OCC=C)C)CC1=CC=CC=C1)C(C)C)[C@H](CC)C (2S,4R)-allyl 4-(2-((1R,3R)-3-((2S,3S)-2-amino-N,3-dimethylpentanamido)-4-methyl-1-propoxypentyl)thiazole-4-carboxamido)-2-methyl-5-phenylpentanoate